NC1=C(C=2C(=NC=C(C2S1)F)C=1C2=C(C=3C=NC(=NC3C1F)N1CC(C(C1)N1C3CN(CC1CC3)C)O)COC2)C#N 2-Amino-7-fluoro-4-(5-fluoro-3-(3-hydroxy-4-(3-methyl-3,8-diazabicyclo[3.2.1]octan-8-yl)pyrrolidin-1-yl)-7,9-dihydrofuro[3,4-f]quinazolin-6-yl)thieno[3,2-c]pyridine-3-carbonitrile